O=C1N(CCC(N1)=O)C1=C(C=C(C=C1)N1CCN(CC1)CCC1CCC(CC1)N1N=C2C=C(C(=CC2=C1)C(=O)NC1=CN=C2N1N=CC=C2)OC)C 2-((1r,4r)-4-(2-(4-(4-(2,4-Dioxotetrahydropyrimidin-1(2H)-yl)-3-methylphenyl)piperazin-1-yl)ethyl)cyclohexyl)-N-(imidazo[1,2-b]pyridazin-3-yl)-6-methoxy-2H-indazole-5-carboxamide